P(=O)(OCC(C(C(F)(F)F)(F)F)(F)F)(OCC(C(C(F)(F)F)(F)F)(F)F)OCC(C(C(F)(F)F)(F)F)(F)F tris(2,2,3,3,4,4,4-heptafluoro-n-butyl) phosphate